BrC=1C=C2CCN(CC2=C(C1)F)C(=O)C1CC1 (6-Bromo-8-fluoro-3,4-dihydroisoquinolin-2(1H)-yl)(cyclopropyl)methanone